C(C)(=O)C=1C(=NC(=NC1Cl)N)N(CC(=O)OC)CCO[Si](C)(C)C(C)(C)C methyl 2-[(5-acetyl-2-amino-6-chloro-pyrimidin-4-yl)-[2-[tert-butyl(dimethyl)silyl]oxyethyl]amino]acetate